benzo[b]quinoxalino[2,3-i]phenazine-6,8,13,15-tetraone C1=CC=CC2=NC3=C(C(C4=NC=5C(C6=C(C(C5N=C4C3=O)=O)C=CC=C6)=O)=O)N=C12